1-((3R,5R,8R,9R,10S,13S,14S,15S,17S)-15-Cyclopropyl-3-hydroxy-3,13-dimethylhexadecahydro-1H-cyclopenta[a]phenanthren-17-yl)-2-(2H-1,2,3-triazol-2-yl)ethan-1-one C1(CC1)[C@H]1[C@H]2[C@@H]3CC[C@@H]4C[C@](CC[C@@H]4[C@H]3CC[C@@]2([C@H](C1)C(CN1N=CC=N1)=O)C)(C)O